n-propyl methacrylate (n-propyl methacrylate) C(CC)C=C(C(=O)O)C.C(C(=C)C)(=O)OCCC